methyl (6-(tert-butyl)-10-chloro-9-(3-methoxypropoxy)-2-oxo-6,7-dihydro-2H-pyrido[2,1-a]isoquinolin-3-yl)carbamate C(C)(C)(C)C1N2C(C3=CC(=C(C=C3C1)OCCCOC)Cl)=CC(C(=C2)NC(OC)=O)=O